C(C)(C)(C)OC(=O)N1[C@H](CNCC1)C1=CC=C(C=C1)C#N (2S)-2-(4-cyanophenyl)piperazine-1-carboxylic acid tert-butyl ester